(S)-tert-butyl (1-(6-chloro-5-hydroxypyridin-3-yl)-3,3-dimethylbutan-2-yl)carbamate ClC1=C(C=C(C=N1)C[C@@H](C(C)(C)C)NC(OC(C)(C)C)=O)O